methyl 4-(4-ethynylbenzyl)morpholine-3-carboxylate C(#C)C1=CC=C(CN2C(COCC2)C(=O)OC)C=C1